3,6-bis(4-isopropylphenyl)-phenanthrene-9,10-diamine C(C)(C)C1=CC=C(C=C1)C=1C=CC=2C(=C(C3=CC=C(C=C3C2C1)C1=CC=C(C=C1)C(C)C)N)N